methyl 4'-((benzyloxy) methyl)-4-methylspiro[benzo[d][1,3]dioxole-2,1'-cyclohexane]-5-carboxylate C(C1=CC=CC=C1)OCC1CCC2(CC1)OC1=C(O2)C=CC(=C1C)C(=O)OC